FC1=CC=C(C=C1)C=1N=C(SC1)NC [4-(4-fluoro-phenyl)-thiazol-2-yl]-methyl-amine